C1(=CC=CC=C1)C=1C(=C(C2=CC3=CC=CC=C3C=C2C1)C1=CC=CC2=CC=CC=C12)C1=CC=CC=C1 diphenyl-(naphthyl)anthracene